COC=1C=CC(=NC1)COC1=NC=C2CCN(CC2=C1)C(=O)C=1C=NC(=CC1)OC 7-[(5-Methoxypyridin-2-yl)methoxy]-2-(6-methoxypyridine-3-carbonyl)-1,2,3,4-tetrahydro-2,6-naphthyridine